C1(CC1)C1=NC(=CC=C1CNCCOCCOCCOCCNC(OC(C)(C)C)=O)C(NC1=CC(=CC=C1)[C@@H](CC1=NN=CN1C)C)=O tert-butyl (R)-(1-(2-cyclopropyl-6-((3-(1-(4-methyl-4H-1,2,4-triazol-3-yl)propan-2-yl)phenyl)carbamoyl)pyridin-3-yl)-5,8,11-trioxa-2-azatridecan-13-yl)carbamate